C1(=CC=CC=C1)P(OC(C1=C(C=C(C=C1C)C)C)=O)C1=CC=CC=C1 2,4,6-trimethylbenzoyl diphenylphosphinite